5-[[2-[2-[6-(methanesulfonamido)-3-pyridyl]-5-methyl-1-piperidyl]-2-oxo-acetyl]amino]-2-methoxy-pyridine-3-carboxamide CS(=O)(=O)NC1=CC=C(C=N1)C1N(CC(CC1)C)C(C(=O)NC=1C=C(C(=NC1)OC)C(=O)N)=O